C(C)(C)(C)OC(=O)N1CC2=C(CC1C)NN=C2 6-methyl-1,4,6,7-tetrahydropyrazolo[4,3-c]Pyridine-5-carboxylic acid tert-butyl ester